(S)-6-(3,3-difluoro-4-((1-(2,2,2-trifluoroethyl)-1H-pyrazolo[4,3-c]pyridin-6-yl)oxy)pyrrolidin-1-yl)-2-ethyl-[4,5'-bipyrimidine]-2',4'(1'H,3'H)-dione FC1(CN(C[C@@H]1OC1=CC2=C(C=N1)C=NN2CC(F)(F)F)C2=CC(=NC(=N2)CC)C=2C(NC(NC2)=O)=O)F